CC12OC3=C(C(NC(N1C1=CC(=CC=C1)C=C)=O)C2)C=CC=C3 2-methyl-3-(3-vinylphenyl)-5,6-dihydro-2H-2,6-methanobenzo[g][1,3,5]oxadiazocin-4(3H)-one